benzyl 4-({4-[5-(6-chloro-2-cyclobutoxy-1H-1,3,4-triazainden-5-yl)-6-methoxy-2-pyridyl]-1-piperazinyl}methyl)-1-piperidinecarboxylate ClC1=C(N=C2N=C(NC2=C1)OC1CCC1)C=1C=CC(=NC1OC)N1CCN(CC1)CC1CCN(CC1)C(=O)OCC1=CC=CC=C1